2-(4-chloro-phenyl)-2-[2-(2,3-dimethoxy-phenyl)-benzoimidazol-1-yl]-N-isopropyl-acetamide ClC1=CC=C(C=C1)C(C(=O)NC(C)C)N1C(=NC2=C1C=CC=C2)C2=C(C(=CC=C2)OC)OC